(3R,4S)-1-(1-((5-chloropyrimidin-2-yl)methyl)-6-fluoro-1H-benzo[d]imidazol-2-yl)-4-fluoropiperidin-3-amine ClC=1C=NC(=NC1)CN1C(=NC2=C1C=C(C=C2)F)N2C[C@H]([C@H](CC2)F)N